BrC=1OC=CC1C1=CC=C(C=C1)NC1=CC=C(C=C1)C1=CC=CC=C1 N-(4-(2-bromofuran-3-yl)phenyl)-[1,1'-biphenyl]-4-amine